7-(benzoylsulfonyl)-3-hydroxypyrido[3,2-d]pyrimidine-2,4(1H,3H)-dione C(C1=CC=CC=C1)(=O)S(=O)(=O)C1=CC=2NC(N(C(C2N=C1)=O)O)=O